4-[N-(1-methoxyformyl-2-methylpropyl)sulfamoyl]Benzoic acid COC(=O)C(C(C)C)NS(=O)(=O)C1=CC=C(C(=O)O)C=C1